5-[[3-Fluoro-4-[(2-guanidinoacetyl)amino]phenyl]sulfonylamino]thiazol FC=1C=C(C=CC1NC(CNC(=N)N)=O)S(=O)(=O)NC1=CN=CS1